(3,4-difluorobenzyl)carbamic acid tert-butyl ester C(C)(C)(C)OC(NCC1=CC(=C(C=C1)F)F)=O